O=C(CN1N=C(N=C1)C#N)N1CC2=CC=C(C=C2C1)C1=CC=C(C=C1)C(F)(F)F 1-(2-oxo-2-(5-(4-(trifluoromethyl)phenyl)isoindolin-2-yl)ethyl)-1H-1,2,4-triazole-3-carbonitrile